3,5-dihydroxy-3,5-dimethyl-1,2-dioxolane OC1(OOC(C1)(C)O)C